OC1[C@H](C[C@@H](N1C(=O)OC(C)(C)C)C(=O)OCC1=CC=CC=C1)CC1=CC2=CC=CC=C2C=C1 2-benzyl 1-(tert-butyl) (2R,4S)-5-hydroxy-4-(naphthalen-2-ylmethyl)pyrrolidine-1,2-dicarboxylate